(7-(4-methyl-6-propionylpyridin-3-yl)-2,6-naphthyridin-3-yl)cyclopropanecarboxamide CC1=C(C=NC(=C1)C(CC)=O)C1=NC=C2C=C(N=CC2=C1)C1(CC1)C(=O)N